methylsulfinyl-3-((4-(octadecyloxy)phenyl)sulfonyl)quinoline CS(=O)C1=NC2=CC=CC=C2C=C1S(=O)(=O)C1=CC=C(C=C1)OCCCCCCCCCCCCCCCCCC